Methyl 5-fluoro-2-((3-fluoro-2-formylphenyl)amino)-4-(trifluoromethyl)-benzoate FC=1C(=CC(=C(C(=O)OC)C1)NC1=C(C(=CC=C1)F)C=O)C(F)(F)F